2-(difluoromethoxy)-5-methyl-4-(4-(4-methylpiperazin-1-yl)piperidine-1-yl)aniline FC(OC1=C(N)C=C(C(=C1)N1CCC(CC1)N1CCN(CC1)C)C)F